C1(OCC(C)O1)=O 4-Propylene Carbonate